4-([1,4'-bipiperidin]-1'-yl)-3-((4-methoxyphenyl)sulfonyl)-6-(trifluoromethoxy)quinoline N1(CCCCC1)C1CCN(CC1)C1=C(C=NC2=CC=C(C=C12)OC(F)(F)F)S(=O)(=O)C1=CC=C(C=C1)OC